[O-]P([O-])(=O)OP(=O)([O-])[O-].[Mg+2].[Mg+2] magnesium pyrophosphate salt